NC1=NC=NC=2N(C3=CC=C(C=C3C21)C(F)(F)F)CC(=O)N2[C@@H](C[C@@H](C2)CN)C(=O)NC2=NC(=CC=C2)Br (2S,4R)-1-(2-(4-amino-6-(trifluoromethyl)-9H-pyrimido[4,5-b]indol-9-yl)acetyl)-4-(aminomethyl)-N-(6-bromopyridin-2-yl)pyrrolidine-2-carboxamide